1-(3-(4-Chlorophenyl)-1,2,4-oxadiazol-5-yl)-N-((1-((5-Methylpyridin-2-yl)methyl)pyrrolidin-3-yl)methyl)piperidin-4-carboxamid ClC1=CC=C(C=C1)C1=NOC(=N1)N1CCC(CC1)C(=O)NCC1CN(CC1)CC1=NC=C(C=C1)C